Ethyl 2-[4-bromo-2-[[2-[2-[(6-bromo-2-pyridyl)oxymethyl]-5-cyano-phenyl]-2,2-difluoro-ethoxy]methyl]phenyl]acetate BrC1=CC(=C(C=C1)CC(=O)OCC)COCC(F)(F)C1=C(C=CC(=C1)C#N)COC1=NC(=CC=C1)Br